CNC(=O)C1=CSC=2C1=NC(=CC2C(F)(F)F)N2CC1(CN(C1)C(=O)OC1CN(CCC1)C)C2 1-methylpiperidin-3-yl 6-(3-(methylcarbamoyl)-7-(trifluoromethyl) thieno[3,2-b]pyridin-5-yl)-2,6-diazaspiro[3.3]heptane-2-carboxylate